O=C(NCCOCCOCCOCCOCCC(=O)O)CCCC[C@@H]1SC[C@@H]2NC(N[C@@H]21)=O 17-oxo-21-((3aS,4S,6aR)-2-oxohexahydro-1H-thieno[3,4-d]imidazol-4-yl)-4,7,10,13-tetraoxa-16-azaheneicosane-1-oic acid